BrCC(=O)N1C2(C3=CC=CC=C3CC1)CCCCC2 2'-(2-bromoacetyl)-2',3'-dihydro-4'H-spiro[cyclohexane-1,1'-isoquinoline]